C1(=CC=CC=C1)N(C(=O)C=1C=C(N(C1C)C)C=1C=C2CCN(CC2=CC1C(=O)N1CC2=CC=CC=C2C[C@H]1CN1CCOCC1)C(=O)NC1=CC=CC=C1)C1=CC=CC=C1 6-[4-(diphenylcarbamoyl)-1,5-dimethyl-1H-pyrrol-2-yl]-7-{[(3S)-3-(morpholin-4-ylmethyl)-3,4-dihydroisoquinolin-2(1H)-yl]carbonyl}-N-phenyl-3,4-dihydroisoquinoline-2(1H)-carboxamide